ClC=1C=CC(=C2CCC(C12)=O)CC1CC2(CN(C2)CCCC2=CC=3N(C=C2F)C=NN3)C1 7-chloro-4-((2-(3-(6-fluoro-[1,2,4]triazolo[4,3-a]pyridin-7-yl)propyl)-2-azaspiro[3.3]heptan-6-yl)methyl)-2,3-dihydro-1H-inden-1-one